BrC1=CC=CC(=N1)[NH-] N-(6-bromopyridine-2-yl)amide